C(C1=CC=CC=C1)(=O)C1=CC=C(C(=O)N[C@H]2[C@@H](CCCCC2)NC(C2=CC=NC=C2)=O)C=C1 N-((1r,2r)-2-(4-benzoylbenzamido)cycloheptyl)isonicotinamide